Cl.FC=1C=C2CC[C@H](C2=CC1)N (R)-5-fluoro-2,3-dihydro-1H-indene-1-amine hydrochloride